C1(CC1)CNC1=C2C(=NC=3C=C(C(=CC13)OC)OCC1CCN(O1)CC)CCC2 N-(cyclopropylmethyl)-6-[(2-ethyl-1,2-oxazolidin-5-yl)methoxy]-7-methoxy-1H,2H,3H-cyclopenta[b]quinolin-9-amine